2-Hydroxy-3,4-dimethylcyclopent-2-en-1-on OC=1C(CC(C1C)C)=O